3-fluoro-6-(1H-imidazol-1-yl)-N-(6-(trifluoromethyl)pyridin-3-yl)picolinamide FC=1C(=NC(=CC1)N1C=NC=C1)C(=O)NC=1C=NC(=CC1)C(F)(F)F